(2,6-di-tert-butyl-4-methylphenyl) phosphite P(OC1=C(C=C(C=C1C(C)(C)C)C)C(C)(C)C)([O-])[O-]